C(C)(C)(C)OC(=O)N(CCC1=NC(=CC=C1[N+](=O)[O-])OC)CC1=C(C=CC=C1)NC1=C(C(=O)O)C=C(C=C1)C(F)(F)F 2-((2-(((tert-Butoxycarbonyl)(2-(6-methoxy-3-nitropyridin-2-yl)ethyl)amino)-methyl)phenyl)amino)-5-(trifluoromethyl)benzoic acid